S(=O)(=O)([O-])[O-].[Co+3].S(=O)(=O)([O-])[O-].S(=O)(=O)([O-])[O-].[Co+3] cobalt(III) sulfate